m-aminophenoxy(propyltrimethoxy-silane) NC=1C=C(OCO[Si](OC)(OC)CCC)C=CC1